NC1=C(C=2C(=NC=C(C2S1)F)C=1C2=C(C=3C=NC(=NC3C1F)OCCN1CCOCC1)COC2)C#N 2-Amino-7-fluoro-4-[5-fluoro-3-(2-morpholinoethoxy)-7,9-dihydrofuro[3,4-f]quinazolin-6-yl]thieno[3,2-c]pyridine-3-carbonitrile